FC1(CN(C[C@H]1NS(=O)(=O)C)C(=O)OC(C)(C)C)F tert-butyl (4R)-3,3-difluoro-4-[(methanesulfonyl)amino]pyrrolidine-1-carboxylate